C(C)C=1C=C(C=CC1OC1=NC=NC=C1)N1C(N(CC1=O)C=1C=NC=C(C1)C(F)(F)F)=O 3-[3-ethyl-4-(4-pyrimidinyloxy)phenyl]-1-[5-(trifluoromethyl)-3-pyridinyl]-2,4-imidazolidinedione